2-[3-(4-Chloro-3-fluorophenyl)-1-ethyl-1H-1,2,4-triazol-5-yl]-N-(3-methoxybenzyl)acetamid ClC1=C(C=C(C=C1)C1=NN(C(=N1)CC(=O)NCC1=CC(=CC=C1)OC)CC)F